C(CCCCCCCCCCCCCC)OC(CCCCCCCC=CCC=CCCCCC)=O pentadecyloctadeca-9,12-dienoate